NC1=NN(C2=NC(=CC=C21)C2[C@@H]([C@@H]2C)C)C(=O)C2=C(C=CC=C2)C (3-amino-6-((1r,2R,3S)-2,3-dimethylcyclopropyl)-1H-pyrazolo[3,4-b]pyridin-1-yl)(o-tolyl)methanone